Butyl 3-aminobenzylcarbamate NC=1C=C(CNC(OCCCC)=O)C=CC1